NC1=NC=NN2C1=C(C=C2C=2C=NC(=C(C(=O)N[C@@H]1CN(C[C@@H]1F)CC(CF)O)C2)OC)C(F)(F)F 5-(4-amino-5-(trifluoromethyl)pyrrolo[2,1-f][1,2,4]triazin-7-yl)-N-((3R,4S)-4-fluoro-1-(3-fluoro-2-hydroxypropyl)pyrrolidin-3-yl)-2-methoxynicotinamide